NCCCCCCCNC(C1=CC(=C(C(=O)NC=2SC(=CN2)C)C=C1)C)=O N4-(7-Aminoheptyl)-2-methyl-N1-(5-methylthiazol-2-yl)terephthalamide